BrC=1C=C(C2=CN(N=C2C1Cl)C(C(=O)[C@H]1N(CCC1)C(=O)OC(C)(C)C)C(=O)OCC)Cl tert-butyl (2S)-2-(2-(6-bromo-4,7-dichloro-2H-indazol-2-yl)-3-ethoxy-3-oxopropanoyl)pyrrolidine-1-carboxylate